Benzyl 4-(4-methoxyphenyl)butanoate COC1=CC=C(C=C1)CCCC(=O)OCC1=CC=CC=C1